ClC1=CC2=C(N(C(C(N2C)=O)=O)C2CCN(CC2)C2=NC=C(C=N2)C(=O)NCC2CC(CC2)O)N=C1 2-(4-(7-chloro-1-methyl-2,3-dioxo-2,3-dihydropyrido[2,3-b]pyrazin-4(1H)-yl)piperidin-1-yl)-N-((3-hydroxycyclopentyl)methyl)pyrimidine-5-carboxamide